5-methyl-6-(3-((4-phenethoxyphenyl)-carbamoyl)phenyl)picolinic acid CC=1C=CC(=NC1C1=CC(=CC=C1)C(NC1=CC=C(C=C1)OCCC1=CC=CC=C1)=O)C(=O)O